pyridyl-azadibenzofuran N1=C(C=CC=C1)C1=NC2=C(OC3=C2C=CC=C3)C=C1